ClC=1N=C(SC1)C=1N=NN(C1)[C@@H]1[C@H]([C@@H](SC=2C(=NC=C(C2)Cl)C(NCC)=O)O[C@@H]([C@@H]1O)CO)OC 5-chloro-2-(N-ethylcarbamoyl)-3-pyridinyl 3-[4-(4-chlorothiazol-2-yl)-1H-1,2,3-triazol-1-yl]-3-deoxy-2-O-methyl-1-thio-alpha-D-galactopyranoside